Cl.FC(OCC1(CC1)NC(=O)C=1C=NN2C1CNC(C2)C)F N-(1-((difluoromethoxy)methyl)cyclopropyl)-6-methyl-4,5,6,7-tetrahydropyrazolo[1,5-a]pyrazine-3-carboxamide hydrochloride